C1(=CC=CC=C1)C(C(=O)NC=1SC(=C(C1C(=O)NCC1=CC=C(C=C1)Cl)C)C(=O)N)CC 2-(2-phenylbutyrylamino)-N3-(4-chlorobenzyl)-4-methylthiophene-3,5-dicarboxamide